tert-Butyl (2R,4S)-2-(5-bromo-6-methoxyisoindoline-2-carbonyl)-4-phenylpyrrolidine-1-carboxylate BrC=1C=C2CN(CC2=CC1OC)C(=O)[C@@H]1N(C[C@@H](C1)C1=CC=CC=C1)C(=O)OC(C)(C)C